[Si](C)(C)(C(C)(C)C)OCCN(CC(CCCCCC\C=C/CCCCCCCC)O)CC(CCCCCCCCCCCC)O (Z)-1-((2-((tert-butyldimethylsilyl)oxy)ethyl)(2-hydroxytetradecyl)amino)octadec-9-en-2-ol